P(=O)(OCCCCCCCCCC)(OCCCCCCN(CCCCCCCCCC)CCCCCCCCCC)[O-] decyl (6-(didecylamino)hexyl) phosphate